C(C)(C)(C)NC1=NC=C2N=C(N(C2=N1)CC1CN(CC1)C(=O)OC(C)(C)C)NC1=CC(=CC(=C1)C(F)(F)F)Cl tert-Butyl 3-((2-(tert-butylamino)-8-((3-chloro-5-(trifluoromethyl)phenyl)amino)-9H-purin-9-yl)methyl)pyrrolidine-1-carboxylate